tert-butyl 4-(4-((5-((2-bromo-6-chlorophenyl)carbamoyl)-4-methoxypyrimidin-2-yl)amino)-3-methylphenyl)-1,4-diazepane-1-carboxylate BrC1=C(C(=CC=C1)Cl)NC(=O)C=1C(=NC(=NC1)NC1=C(C=C(C=C1)N1CCN(CCC1)C(=O)OC(C)(C)C)C)OC